[N-]=C=O.[N-]=C=O.C(C1=CC=CC=C1)CC1=CC=CC=C1 bitoluene diisocyanate